3-(6-(4-(dimethoxymethyl)piperidin-1-yl)-2-oxobenzo[cd]indol-1(2H)-yl)piperidine-2,6-dione COC(C1CCN(CC1)C=1C=2C3=C(C(N(C3=CC1)C1C(NC(CC1)=O)=O)=O)C=CC2)OC